FC=1C=C(C=CC1F)C=1C=C(C=NC1)OC=1C=CC(=C(C#N)C1)N1CCC2(CCN(C2)S(=O)(=O)C)CC1 5-((5-(3,4-difluorophenyl)pyridin-3-yl)oxy)-2-(2-(methylsulfonyl)-2,8-diazaspiro[4.5]decan-8-yl)benzonitrile